C1(=CC=CC=C1)C1=NC2=CC=C(C=C2C=C1C1=CC=CC=C1)NC(=O)NC1(CCCC1)CO 1-(2,3-diphenylquinolin-6-yl)-3-(1-(hydroxymethyl)cyclopentyl)urea